ClC1=NC=C(C(=N1)NC1CCC(CC1)(C)C#N)C(=O)O 2-chloro-4-((4-cyano-4-methylcyclohexyl)amino)pyrimidine-5-carboxylic acid